[Br-].C(CC)[NH+](C)CC(O)O propyl-dihydroxyethyl-methyl-ammonium bromide